(S)-quinuclidin-3-yl (5-(2,5-dimethoxyphenyl)-2,2-dimethyl-2,3-dihydro-1H-inden-1-yl)carbamate COC1=C(C=C(C=C1)OC)C=1C=C2CC(C(C2=CC1)NC(O[C@@H]1CN2CCC1CC2)=O)(C)C